C(#N)C=1C=C(C=CC1)C=1N=C(SC1C1=CC(=NC(=C1)C)C)NC(=O)N1[C@@H]2CN([C@H](C1)C2)C (1S,4S)-N-[4-(3-Cyanophenyl)-5-(2,6-dimethyl-4-pyridyl)thiazol-2-yl]-5-methyl-2,5-diazabicyclo[2.2.1]heptane-2-carboxamide